1,2-di(trifluoromethyl)benzene FC(C1=C(C=CC=C1)C(F)(F)F)(F)F